di-tert-Butyl (((((3aS,4S,6R,6aR)-6-(6-chloro-4-(cyclopentylamino)-1H-pyrazolo[3,4-d]pyrimidin-1-yl)-2,2-dimethyltetrahydrofuro[3,4-d][1,3]dioxol-4-yl)methyl)thio)methyl)phosphonate ClC1=NC(=C2C(=N1)N(N=C2)[C@@H]2O[C@@H]([C@@H]1[C@H]2OC(O1)(C)C)CSCP(OC(C)(C)C)(OC(C)(C)C)=O)NC1CCCC1